rac-N-{(2S,3R,4S)-4-fluoro-1-(2-hydroxy-2-methylpropanoyl)-4-methyl-2-[(2,3',5'-trifluoro[1,1'-biphenyl]-3-yl)methyl]pyrrolidin-3-yl}ethanesulfonamide F[C@@]1([C@@H]([C@@H](N(C1)C(C(C)(C)O)=O)CC=1C(=C(C=CC1)C1=CC(=CC(=C1)F)F)F)NS(=O)(=O)CC)C |r|